NC(CCCCCC(=O)OCCCCCCCCCCC)CCCCCCCC(=O)OCCCCC(CCCC)CCCC 15-(5-butylnonyl) 1-undecyl 7-aminopentadecanedioate